BrC=1C=C(C=CC1OC[C@@H](CCl)O)C(C)(C)C1=CC=C(OC[C@H](CN2CCNCC2)O)C=C1 (s)-1-(4-(2-(3-bromo-4-((S)-3-chloro-2-hydroxypropoxy)phenyl)propan-2-yl)phenoxy)-3-(piperazin-1-yl)propan-2-ol